5-(methylamino)-6-(3-methylimidazo[4,5-c]pyridin-7-yl)-3-[[5-methyl-6-[(2S)-2-methylmorpholin-4-yl]-3-pyridinyl]amino]pyrazine-2-carboxamide CNC=1N=C(C(=NC1C=1C2=C(C=NC1)N(C=N2)C)C(=O)N)NC=2C=NC(=C(C2)C)N2C[C@@H](OCC2)C